FC1=CC2=C(N(C(=N2)N2C[C@H]([C@@H](CC2)F)N)CC2=NOC(=N2)C)C=C1F (3R,4R)-1-(5,6-Difluoro-1-((5-methyl-1,2,4-oxadiazol-3-yl)methyl)-1H-benzo[d]imidazol-2-yl)-4-fluoropiperidin-3-amin